N-(2-pyridinylmethyl)-N'-(1-naphthalenyl)-1,4-benzenedimethanamine N1=C(C=CC=C1)CNCC1=CC=C(C=C1)CNC1=CC=CC2=CC=CC=C12